FC1=CC=C(CC2=CC3=C(OCCN3C(CN3[C@H](CN[C@@H](C3)C)CN3[C@@H](COCC3)C)=O)N=C2C(F)(F)F)C=C1 1-(7-(4-fluorobenzyl)-6-(trifluoromethyl)-2,3-dihydro-1H-pyrido[2,3-b][1,4]oxazin-1-yl)-2-((2R,5R)-5-methyl-2-(((R)-3-methylmorpholino)methyl)piperazin-1-yl)ethan-1-one